C1(=CC=CC=C1)C(N1[C@H]([C@@H](C1)O)C)C1=CC=CC=C1 (2S,3R)-1-(diphenylmethyl)-2-methylazetidin-3-ol